5a,5b,8,8,11a-pentamethyl-1-(prop-1-en-2-yl)icosahydro-3aH-cyclopenta[a]chrysene-3a-carboxylate CC12CCC3(C(C2CCC2C4(CCCC(C4CCC12C)(C)C)C)C(CC3)C(=C)C)C(=O)[O-]